(6-chloropyrimidin-4-yl)(6-cyclopropylimidazo[1,2-a]pyridin-2-yl)methanone ClC1=CC(=NC=N1)C(=O)C=1N=C2N(C=C(C=C2)C2CC2)C1